C(=O)(O)CCCNC(=O)OC[C@@H]1[C@H]([C@H]([C@@H](O1)N1C=NC=2C(NCC3=CC=C(C=C3)O)=NC=NC12)O)O 5'-O-((3-Carboxypropylamino)carbonyl)-N6-(4-hydroxybenzyl)adenosine